ClCC(=O)N1CC2(CC1CO)CCN(CC2)C(=O)OC(C)(C)C tert-butyl 2-(2-chloroacetyl)-3-(hydroxymethyl)-2,8-diazaspiro[4.5]decane-8-carboxylate